3-(((3-Chlorophenyl)thio)methyl)benzofuran ClC=1C=C(C=CC1)SCC1=COC2=C1C=CC=C2